(R)-4-aminopentanol N[C@@H](CCCO)C